COC1=CC=C(C=C1)C(C)(C)C=1N=C(SC1)NC(C1=CC(=CC=C1)OCCCN1CCNCC1)=O N-(4-(2-(4-methoxyphenyl)propan-2-yl)thiazol-2-yl)-3-(3-(piperazin-1-yl)propoxy)benzamide